BrC1=CN=C2C(=N1)N(C(=C2)C)C2CCC2 3-Bromo-5-cyclobutyl-6-methyl-pyrrolo[2,3-b]pyrazine